FC1C(C1)C(=O)NC=1N=C2N(C=C(N=C2)C2=C3C=NNC3=C(C(=C2SC)F)C(=C)C)C1 2-fluoro-N-(6-(6-fluoro-5-(methylthio)-7-(prop-1-en-2-yl)-1H-indazol-4-yl)imidazo[1,2-a]pyrazin-2-yl)cyclopropane-1-carboxamide